FC(C1=C(C=CC=C1)C1=CC2=C(N=C(O2)S)C=C1)(F)F 6-(2-(trifluoromethyl)phenyl)benzo[d]oxazole-2-thiol